O[C@H]1C[C@H](CC1)OC1=CC(=NC=C1)C(=O)NC1=CC(=CC=C1)[C@@H](CC1=NN=CN1C)C 4-((1S,3R)-3-hydroxycyclopentyloxy)-N-(3-((R)-1-(4-methyl-4H-1,2,4-triazol-3-yl)propan-2-yl)phenyl)picolinamide